Ethyl 5-aminopyrazolo[1,5-a]pyridine-3-carboxylate NC1=CC=2N(C=C1)N=CC2C(=O)OCC